1,2,3,4,5,6-hexafluoronaphthalene FC1=C(C(=C(C2=C(C(=CC=C12)F)F)F)F)F